(3R*,4R*)-1-Cyclopropylmethyl-4-{[5-(2,4,6-trifluoro-phenyl)-isoxazole-3-carbonyl]-amino}-piperidine-3-carboxylic acid ((R)-1-pyrazin-2-yl-ethyl)-amide N1=C(C=NC=C1)[C@@H](C)NC(=O)[C@@H]1CN(CC[C@H]1NC(=O)C1=NOC(=C1)C1=C(C=C(C=C1F)F)F)CC1CC1 |o1:11,16|